NC1=C2N=CN(C2=NC=N1)[C@H]1[C@@H]([C@@H]([C@H](O1)CO)O)F (2r,3r,4r,5r)-5-(6-amino-9H-purin-9-yl)-4-fluoro-2-(hydroxymethyl)tetrahydrofuran-3-ol